7-hydroxy-6-methoxy-2-methyl-(S)-isoquinolinol OC1=C(C=C2C=CN([C@H](C2=C1)O)C)OC